3-(4-(5-((4-fluorophenyl)(methoxy)methyl)pyrimidin-2-yl)piperazin-1-yl)-6-(1-methyl-1H-pyrazol-4-yl)pyrazolo[1,5-a]pyridine FC1=CC=C(C=C1)C(C=1C=NC(=NC1)N1CCN(CC1)C=1C=NN2C1C=CC(=C2)C=2C=NN(C2)C)OC